((S)-1-oxo-1-(((S)-1-oxo-3-((S)-2-oxopyrrolidin-3-yl)propan-2-yl)amino)-3-phenylpropane-2-yl)carbamic acid 2-(3-chlorophenyl)-2,2-difluoro-1-phenylethyl ester ClC=1C=C(C=CC1)C(C(C1=CC=CC=C1)OC(N[C@H](C(N[C@H](C=O)C[C@H]1C(NCC1)=O)=O)CC1=CC=CC=C1)=O)(F)F